ClC1=CC=C2C=CC(=NC2=C1)/C=C/C=1C=C(C=CC1)C(\C=C\C1=C(C=CC=C1)C(C)(C)O)=O (E)-1-(3-((E)-2-(7-chloroquinolin-2-yl)vinyl)phenyl)-3-(2-(2-hydroxypropan-2-yl)phenyl)prop-2-en-1-one